C(C1=CC=CC=C1)N1C2=NC(=NC(=C2N=C1)[2H])N 9-benzyl-9H-purin-6-d-2-amine